C(C)OC(N(C1=CC=C(C=C1)C=1C=NC(=CC1)C(NCC=1C=NC=CC1)=O)C)=O N-methyl-N-[4-[6-(3-pyridylmethylcarbamoyl)-3-pyridyl]phenyl]-carbamic acid ethyl ester